CN1CC2=C(N=C(N=C2NC2=C3C(=NC=C2)NC=C3)C3=NC(=CC=C3)C)CC1 6-methyl-2-(6-methylpyridin-2-yl)-N-(1H-pyrrolo[2,3-b]pyridin-4-yl)-5,6,7,8-tetrahydropyrido[4,3-d]pyrimidin-4-amine